FC1=CC=C(C=C1)C1=C(N(N=N1)C)CO [5-(4-fluorophenyl)-3-methyl-triazol-4-yl]methanol